C1(CCC1)OC1=CC=C2C(NN=C(C2=C1)CC=1C=CC(=C(C(=O)N2CCN(CCC2)C2=NC=C(C#N)C=C2)C1)F)=O 6-(4-(5-((7-Cyclobutoxy-4-oxo-3,4-dihydrophthalazin-1-yl)methyl)-2-fluorobenzoyl)-1,4-diazepan-1-yl)nicotinonitrile